C1(CC1)CNC(C)C1=NC=CN=C1C1=NC=CC=C1 N-(cyclopropylmethyl)-1-[3-(2-pyridinyl)pyrazin-2-yl]ethanamine